N-[rac-(2R,3S)-2-(2,3-Dihydro-[1,4]benzodioxin-6-yl)-1-(1H-indazol-4-yl-methyl)-pyrrolidin-3-yl]-cyclopropanesulfonic acid amide O1CCOC2=C1C=CC(=C2)[C@H]2N(CC[C@@H]2NS(=O)(=O)C2CC2)CC2=C1C=NNC1=CC=C2 |r|